C(C=C)(=O)OCCCCCCOC1=CC=C(C(=O)O)C=C1 4-[[6-(acryloyloxy)hexyl]oxy]-benzoic acid